C(C)(C)(C)OC(=O)N1[C@@H](C[C@H](C1)NC(=O)C=1OC(=NN1)C1=C(C=CC(=C1)OC(F)(F)F)CCC)CN1N=NC=C1 (2s,4r)-2-((1H-1,2,3-triazol-1-yl)methyl)-4-(5-(2-propyl-5-(trifluoromethoxy)phenyl)-1,3,4-oxadiazole-2-carboxamido)pyrrolidine-1-carboxylic acid tert-butyl ester